CN1/C(=C\\C2=CC=CC=C2)/C(=O)NC3=CC=CC=C3C1=O The molecule is a 1,4-benzodiazepinone that is 3,4-dihydro-1,4-benzodiazepine-2,5-dione substituted at position 4 by a methyl group and at position 3 by a benzylidene group.